1-(4-fluorobenzoyl)azetidin-3-yl (1-(4-(2,6-dioxopiperidin-3-yl)-3,5-difluorophenyl)azetidin-3-yl)carbamate O=C1NC(CCC1C1=C(C=C(C=C1F)N1CC(C1)NC(OC1CN(C1)C(C1=CC=C(C=C1)F)=O)=O)F)=O